N-(8'-bromo-4'H-spiro[cyclopropane-1,5'-naphtho[2,1-d]isoxazol]-3'-yl)-1-cyclopropylmethanesulfonamide BrC1=CC=C2C3(CC=4C(=NOC4C2=C1)NS(=O)(=O)CC1CC1)CC3